2-(2-((2-(3-(aminomethyl)phenyl)benzofuran-4-yl)methoxy)phenyl)acetic acid NCC=1C=C(C=CC1)C=1OC2=C(C1)C(=CC=C2)COC2=C(C=CC=C2)CC(=O)O